normal octylmercaptan C(CCCCCCC)S